Trans-5-(3,4-dimethoxyphenyl)-3-(4-fluorophenyl)piperidin-2-one COC=1C=C(C=CC1OC)[C@H]1C[C@@H](C(NC1)=O)C1=CC=C(C=C1)F